S1C2=C(C=C1)C=C(C=C2)NC(CN2C=1N(C(C(=C2CC)N2CCN(CC2)C(=O)C2=NC=NC(=C2O)C)=O)N=C(N1)C1=CC=CC=C1)=O N-(Benzo[b]thiophene-5-yl)-2-(5-ethyl-6-(4-(5-hydroxy-6-methylpyrimidine-4-carbonyl)piperazine-1-yl)-7-oxo-2-phenyl-[1,2,4]triazolo[1,5-a]pyrimidin-4(7H)-yl)acetamide